2,2-Difluoropropanamide ethyl-1-[7-(3-chloro-1-isopropyl-1H-indazol-5-ylmethoxy)-4-methyl-2H-chromen-3-ylmethyl]-piperidine-4-carboxylate C(C)OC(=O)C1CCN(CC1)CC=1COC2=CC(=CC=C2C1C)OCC=1C=C2C(=NN(C2=CC1)C(C)C)Cl.FC(C(=O)N)(C)F